bis(4-methoxybenzoyl)-methane COC1=CC=C(C(=O)CC(C2=CC=C(C=C2)OC)=O)C=C1